N1=C(N=CC=C1)OC1=CC=C(C=C1)C1=C2CNC(C2=CC=C1)=O 4-(4-(pyrimidin-2-yloxy)phenyl)isoindolin-1-one